2-(((5-(7,8-dimethyl-[1,2,4]triazolo[1,5-a]pyridin-6-yl)-6-isopropyl-4H-pyrrolo[3,2-d]thiazol-2-yl)methyl)amino)acetamide CC1=C(C=2N(C=C1C1=C(C=3N=C(SC3N1)CNCC(=O)N)C(C)C)N=CN2)C